FC(N1N=CC(=C1)C1=NC2=CC=CC=C2C(=C1)C(C)NC(C1=C(C=CC=C1)C)=O)F N-(1-{2-[1-(difluoromethyl)-1H-pyrazol-4-yl]quinolin-4-yl}ethyl)-2-methylbenzamide